COC=1N=CC(=C2C1N(C=C2)COCC[Si](C)(C)C)C(F)(F)F 2-[[7-methoxy-4-(trifluoromethyl)pyrrolo[2,3-c]pyridin-1-yl]methoxy]ethyl-trimethylsilane